ClC1=CC=2C(C3=CC=CC=C3SC2C=C1)=O 2-chlorothioxanthene-9-one